6-[5-(1-aminoethyl)-3-iodo-1H-1,2,4-triazol-yl]pyridine-3-carbonitrile NC(C)C1=NC(=NN1C1=CC=C(C=N1)C#N)I